FC1=CC(=C(C(=C1)C(C)C)NC(=O)NS(=O)(=O)N1C(COCC1C)C)C(C)C N-((4-Fluoro-2,6-diisopropylphenyl)carbamoyl)-3,5-dimethylmorpholin-4-sulfonamid